NC1(CC1)C1=CC=C(C=C1)C1=CC(=CC=C1OC)S(=O)(=O)N1CCC2(C[C@H](CO2)NC[C@@H](COC2=CC(=CC=C2)S(=O)(=O)C2(CC2)CO)O)CC1 (S)-1-((R)-8-(4'-(1-aminocyclopropyl)-6-methoxybiphenyl-3-ylsulfonyl)-1-oxa-8-azaspiro[4.5]decan-3-ylamino)-3-(3-(1-(hydroxymethyl)cyclopropylsulfonyl)phenoxy)propan-2-ol